(2S,6S)-N-(4-(furan-2-yl)benzyl)-1-isobutyryl-6-methyl-4-(phenylsulfonyl)piperazine-2-carboxamide O1C(=CC=C1)C1=CC=C(CNC(=O)[C@H]2N([C@H](CN(C2)S(=O)(=O)C2=CC=CC=C2)C)C(C(C)C)=O)C=C1